C(C)N1CC=C(C=C1)C(=O)[O-] N-ethyl-4-picolinate